C1NCC12CCN(CC2)C2=CC=CC(=N2)C2=NC1=CC(=NC=C1C=C2)CNC(C2=CN=CC(=C2)S(=O)(=O)C)=O N-((2-(6-(2,7-diazaspiro[3.5]nonan-7-yl)pyridin-2-yl)-1,6-naphthyridin-7-yl)methyl)-5-(methylsulfonyl)nicotinamide